4-(difluoromethoxy)-2-fluoro-6-methoxybenzonitrile FC(OC1=CC(=C(C#N)C(=C1)OC)F)F